BrCC1=CC=C(C(=N1)F)N1C(NC(CC1)=O)=O 1-(6-(Bromomethyl)-2-fluoropyridin-3-yl)dihydropyrimidine-2,4(1H,3H)-dione